tert-butyl 2-(1-aminocyclopropyl)morpholine-4-carboxylate NC1(CC1)C1CN(CCO1)C(=O)OC(C)(C)C